C(C)(C)(C)N(C(O)=O)CCCN(C)C1=CC=NC2=C(C=CC=C12)N.O=C1OC(=CN1C1=NC2=C(OCC(N2COCC[Si](C)(C)C)=O)N=C1)CCC=O 3-[2-oxo-3-[3-oxo-4-(2-trimethylsilylethoxymethyl)pyrazino[2,3-b][1,4]oxazin-6-yl]oxazol-5-yl]propanal tert-butyl-(3-((8-aminoquinolin-4-yl)(methyl)amino)propyl)carbamate